CC1=CC=C(N=N1)NC1=CC2=C(C=N1)N=CN2C2=CC=C(C(=N2)C=2C=NN(C2C)CC(F)(F)F)C(C)=O 1-[6-[6-[(6-methyl-pyridazin-3-yl)amino]imidazo[4,5-c]pyridin-1-yl]-2-[5-methyl-1-(2,2,2-trifluoroethyl)pyrazol-4-yl]-3-pyridyl]ethanone